methyl-spiro[cyclopropane-1,3'-pyrrolo[3,2-b]pyridine]-2'(1'H)-one CN1C(C2(C3=NC=CC=C31)CC2)=O